pentan-4-ynoic acid ethyl ester C(C)OC(CCC#C)=O